C(CCCC)OC([C@@H](N)CC(C)C)=O L-leucine pentyl ester